C(C)NC1=C(C=CC(=C1)C)N1CC2=CC=C(C=C2CC1)OC N-ethyl-2-(6-methoxy-3,4-dihydroisoquinolin-2(1H)-yl)-5-methylaniline